((2S)-1-(4-chloro-5-iodo-7H-pyrrolo[2,3-d]pyrimidin-7-yl)pent-4-en-2-yl-1-d)carbamic acid tert-butyl ester C(C)(C)(C)OC(N[C@H](C([2H])N1C=C(C2=C1N=CN=C2Cl)I)CC=C)=O